(3R,4S,5R)-3,5-bis((tert-butyldimethylsilyl)oxy)-4-hydroxycyclohex-1-ene-1-carboxylic acid ethyl ester C(C)OC(=O)C1=C[C@H]([C@H]([C@@H](C1)O[Si](C)(C)C(C)(C)C)O)O[Si](C)(C)C(C)(C)C